(2S,4aR,6'R,8aR)-6'-(3,7-dimethyloct-6-en-1-yl)-4-(hydroxymethyl)-7-methyl-3',4a,4',5',6',8a-hexahydrospiro[chromene-2,2'-pyran]-6(5H)-one CC(CC[C@H]1CCC[C@]2(O1)O[C@@H]1C=C(C(C[C@@H]1C(=C2)CO)=O)C)CCC=C(C)C